N-(2-amino-1-cyclohexylethyl)-5-bromo-4-chloro-2-fluorobenzenesulfonamide NCC(C1CCCCC1)NS(=O)(=O)C1=C(C=C(C(=C1)Br)Cl)F